(S)-tert-Butyl 3-((4-(2-(3-(2-chlorophenylsulfonamido)-2-fluorophenoxy)pyridin-3-yl)pyrimidin-2-yl)amino)piperidine-1-carboxylate ClC1=C(C=CC=C1)S(=O)(=O)NC=1C(=C(OC2=NC=CC=C2C2=NC(=NC=C2)N[C@@H]2CN(CCC2)C(=O)OC(C)(C)C)C=CC1)F